4-(4'-chloro-[1,1'-biphenyl]-3-yl)-2,6-diphenylpyrimidine ClC1=CC=C(C=C1)C1=CC(=CC=C1)C1=NC(=NC(=C1)C1=CC=CC=C1)C1=CC=CC=C1